5-(1-(3,5-dichloropyridin-4-yl)ethoxy)-3-(5-(1-methylpiperidin-4-yl)-1,4,5,6-Tetrahydropyrrolo[3,4-d]imidazol-2-yl)-1H-indazole ClC=1C=NC=C(C1C(C)OC=1C=C2C(=NNC2=CC1)C1=NC2=C(N1)CN(C2)C2CCN(CC2)C)Cl